2-[4-[7-Fluoro-1,4,4-trimethyl-9-(trifluoromethyl)-5H-[1,2,4]triazolo[4,3-a]quinoxalin-8-yl]-1H-indol-1-yl]-ethanol FC=1C=C2NC(C=3N(C2=C(C1C1=C2C=CN(C2=CC=C1)CCO)C(F)(F)F)C(=NN3)C)(C)C